N(C1=CC=CC=C1)C1=C(NC2=C1C(N(C[C@H]2CC2CC2)C)=O)C2=CC(=NC=C2)NC(CC2=CC=C(C=C2)F)=O N-{4-[(7R)-3-anilino-7-(cyclopropylmethyl)-5-methyl-4-oxo-4,5,6,7-tetrahydro-1H-pyrrolo[3,2-c]pyridin-2-yl]pyridin-2-yl}-2-(4-fluorophenyl)acetamide